C(CC)(=O)O[C@@](C)(CCCCCCC)NC(=O)OC(C)(C)C (2S)-2-(tert-butoxycarbonylamino)nonan-2-yl propanoate